(5-fluoro-1-(1-(cis-4-isopropylcyclohexyl) piperidin-4-yl)-3-(pyrrolidin-1-ylmethyl)-1H-indol-2-yl)methyl carbamate C(N)(OCC=1N(C2=CC=C(C=C2C1CN1CCCC1)F)C1CCN(CC1)[C@@H]1CC[C@@H](CC1)C(C)C)=O